C(C)OC(C(C1=C2N(C=N1)C[C@@H](C2)F)N2CC1=C(C=C(C=C1C2=O)C2=CC=C(C=C2)N2CC1(CN(C1)C(=O)[O-])C2)F)=O 6-(4-(2-(2-ethoxy-1-((R)-6-fluoro-6,7-dihydro-5H-pyrrolo[1,2-c]imidazol-1-yl)-2-oxoethyl)-7-fluoro-3-oxoisoindolin-5-yl) phenyl)-2,6-diazaspiro[3.3]heptane-2-carboxylate